C(C1=CC=CC=C1)N1C[C@H]([C@H](CC1)N)COC1CCC(CC1)C1=CC(=CC=C1)F (3R,4S)-1-benzyl-3-((((1s,4S)-4-(3-fluorophenyl)cyclohexyl)oxy)methyl)piperidin-4-amine